CC1=NC(=NC(=C1)NC)NC1OC2=C(O1)C=CC=C2OC(=O)N2C(CCC=CC2)C [4-methyl-6-(methylamino)pyrimidin-2-ylamino-1,3-benzodioxol-4-yl]-2-methyl-2,3,4,7-tetrahydroazepine-1-carboxylate